COC(=O)C1=NC=C2C1=C1C(=CC=CC=N1)N=C2 pyrrolo[3,4-i][1,6]benzodiazepine-10-carboxylic acid methyl ester